(1-(3-chloro-5-isopropyl-isoquinoline-8-yl)azetidin-3-yl)methanol ClC=1N=CC2=C(C=CC(=C2C1)C(C)C)N1CC(C1)CO